3-(1-(2-bromo-6-methylphenyl)cyclopropyl)-5-(5-(difluoromethyl)-1-methyl-1H-pyrazol-3-yl)-1,2,4-oxadiazole BrC1=C(C(=CC=C1)C)C1(CC1)C1=NOC(=N1)C1=NN(C(=C1)C(F)F)C